C(C)[C@@H]1N(CC2=CC(=CC(=C2C1)F)C(=O)NO)CC1CC2(C1)CCCCC2 (3S)-3-ethyl-5-fluoro-2-(spiro[3.5]nonan-2-ylmethyl)-3,4-dihydro-1H-isoquinoline-7-carbohydroxamic acid